2,4,6-trifluoro-N-(6-(fluoro(1-methylpiperidine-4-ylidene)methyl)pyridine-2-yl)benzamide FC1=C(C(=O)NC2=NC(=CC=C2)C(=C2CCN(CC2)C)F)C(=CC(=C1)F)F